((6-hydroxy-2-(2-methylbenzoyl)benzo[b]thiophen-3-yl)oxy)quinoline-3-carboxylic acid OC=1C=CC2=C(SC(=C2OC2=NC3=CC=CC=C3C=C2C(=O)O)C(C2=C(C=CC=C2)C)=O)C1